C(C)(=O)OC1C2(CCC(C1(C)C)C2)C 1,3,3-trimethylbicyclo[2.2.1]heptan-2-yl acetate